2-[4-(4-{5-[5-Fluoro-6-(2-methoxyethoxy)-1H-indazol-3-yl]-1,2-oxazol-3-yl}benzoyl)piperazin-1-yl]propane-1,3-diol FC=1C=C2C(=NNC2=CC1OCCOC)C1=CC(=NO1)C1=CC=C(C(=O)N2CCN(CC2)C(CO)CO)C=C1